FC(C)(F)C1=NC(=CC(=N1)NC1=CC(=NC=C1C1=NN(C(=C1)F)C)NC(C)=O)C N-(4-((2-(1,1-difluoroethyl)-6-methylpyrimidin-4-yl)amino)-5-(5-fluoro-1-methyl-1H-pyrazol-3-yl)pyridin-2-yl)acetamide